S(=O)(=O)(O)O.C(CCCCCCCCC)OCCCCCCCCCC n-decyl ether sulfate